2-(7-(3-((8-(((1,1,1,3,3,3-Hexafluoropropan-2-yl)oxy)carbonyl)-1,8-diazaspiro[4.5]decan-1-yl)methyl)-5-(trifluoromethyl)phenyl)-2,7-diazaspiro[3.5]nonan-2-yl)acetic acid FC(C(C(F)(F)F)OC(=O)N1CCC2(CCCN2CC=2C=C(C=C(C2)C(F)(F)F)N2CCC3(CN(C3)CC(=O)O)CC2)CC1)(F)F